(S)-2-((2R,3R)-2-(3-Chlorophenyl)-3-(4-chlorophenyl)-3-hydroxypropyl)-N-((S)-1-hydroxy-3-methylbutan-2-yl)-2-methylpent-4-enamide ClC=1C=C(C=CC1)[C@@H](C[C@@](C(=O)N[C@H](CO)C(C)C)(CC=C)C)[C@@H](O)C1=CC=C(C=C1)Cl